[Ni+2].C1(=CC=CC=C1)P(CCP(C1=CC=CC=C1)C1=CC=CC=C1)C1=CC=CC=C1 [1,2-bis(diphenylphosphino)ethane] nickel (II)